2-[2-[5-(2,6-dioxo-3-piperidinyl)-2-pyridinyl]-2-azaspiro[3.3]hept-6-yl]acetic acid O=C1NC(CCC1C=1C=CC(=NC1)N1CC2(C1)CC(C2)CC(=O)O)=O